diethyl (2-phenylcyclopropane-1-carbonyl)glycyl-L-valyl-D-glutamate C1(=CC=CC=C1)C1C(C1)C(=O)NCC(=O)N[C@@H](C(C)C)C(=O)N[C@H](CCC(=O)OCC)C(=O)OCC